NC1(NC=CC(=C1)C1=CC=NC=C1)C=O 2-amino-4-(4-pyridyl)pyridineal